(R)-N-(1-Cyanocyclopropyl)-9-(5-(difluoromethyl)-1,3,4-thiadiazol-2-yl)-4-(1-(3-hydroxypyrrolidine-1-carbonyl)piperidin-4-yl)-9H-pyrimido[4,5-b]indole-7-sulfonamide C(#N)C1(CC1)NS(=O)(=O)C1=CC=C2C3=C(N(C2=C1)C=1SC(=NN1)C(F)F)N=CN=C3C3CCN(CC3)C(=O)N3C[C@@H](CC3)O